5-fluoro-4-[4-methyl-5-oxo-3-(prop-2-yl)-4,5-dihydro-1H-1,2,4-triazol-1-yl]-2-{[(2S)-4-methylpentan-2-yl]oxy}-N-(pyridin-4-yl)benzamide FC=1C(=CC(=C(C(=O)NC2=CC=NC=C2)C1)O[C@@H](C)CC(C)C)N1N=C(N(C1=O)C)C(C)C